1-[4-(Hydroxymethyl)phenyl]-N-methyl-4-nitro-pyrazole-3-carboxamide OCC1=CC=C(C=C1)N1N=C(C(=C1)[N+](=O)[O-])C(=O)NC